CN1C(=NC=C1S(=O)(=O)Cl)C 1,2-dimethyl-1H-imidazole-5-sulfonyl chloride